FC1=CC=C(C=C1)N1C=CC=C1 1-(4-fluorophenyl)-1H-pyrrole